3-(2-fluoro-4-(2,2,2-trifluoroethoxy)phenyl)-8-methoxy-2-(trifluoromethyl)-4H-pyrimido[1,2-a]pyrimidin-4-one FC1=C(C=CC(=C1)OCC(F)(F)F)C1=C(N=C2N(C1=O)C=CC(=N2)OC)C(F)(F)F